CN1N=NC(=C1NC(O[C@H](C)C=1C(=NC=CC1)Cl)=O)C1=NC=C(C=C1)NC(=O)C=1C=NN(C1)C (R)-1-(2-chloropyridin-3-yl)ethyl (1-methyl-4-(5-(1-methyl-1H-pyrazole-4-carboxamido) pyridin-2-yl)-1H-1,2,3-triazol-5-yl)carbamate